OC1=C(C=CC=C1)CCC(=O)NCC=1C=NC=CC1 3-(2-hydroxyphenyl)-N-(pyridin-3-ylmethyl)propionamide